1-methoxy-N-methyl-[1,2,4]triazolo[4,3-a]quinazolin-5-amine COC1=NN=C2N1C1=CC=CC=C1C(=N2)NC